(E)-4-propyl-dihydrofuran-2-one C(CC)C1CC(OC1)=O